NC1=NOC2=C1C(=CC=C2)OCC2=C(C=CC(=C2)F)Cl 3-amino-4-(2-chloro-5-fluorobenzyloxy)benzo[d]isoxazole